1,4-bis(4-hydroxyphenyl)butane cis-tert-Butyl-N-[4-[7-[(2,4-dimethoxyphenyl)methylamino]-3-(2-fluoro-6-methyl-phenyl)-2-oxo-4H-pyrido[4,3-d]pyrimidin-1-yl]cyclohexyl]carbamate C(C)(C)(C)OC(N[C@@H]1CC[C@@H](CC1)N1C(N(CC2=C1C=C(N=C2)NCC2=C(C=C(C=C2)OC)OC)C2=C(C=CC=C2C)F)=O)=O.OC2=CC=C(C=C2)CCCCC2=CC=C(C=C2)O